NC1=CC(=NC=C1Cl)NC(CC)O (4-amino-5-chloropyridin-2-ylamino)propan-1-ol